CC(C)(C)C1=CC=NN1 5-(1,1-dimethyl-ethyl)pyrazol